3,4-dimethoxy-N-[(2,2-dimethyl-2H-chromen-6-yl)methyl]-N-phenylbenzenesulfonamide COC=1C=C(C=CC1OC)S(=O)(=O)N(C1=CC=CC=C1)CC=1C=C2C=CC(OC2=CC1)(C)C